FC(C1(CC1)C1=CC=C(C=C1)C1CC2(C1)CCNCC2)(F)F 2-[4-[1-(Trifluoromethyl)cyclopropyl]phenyl]-7-azaspiro[3.5]nonane